FC1=C(C=CC(=C1)OC1=C2C(=NC=C1)NC=C2C)NC(OC2=CC=CC=C2)=O phenyl (2-fluoro-4-((3-methyl-1H-pyrrolo[2,3-b]pyridin-4-yl)oxy)phenyl)carbamate